iron (II) methylbenzenesulfonate COS(=O)(=O)C1=CC=CC=C1.[Fe+2]